COC1=CC(=C(C=C1)/C=C/C(=O)OC)C methyl (E)-3-(4-methoxy-2-methyl-phenyl)prop-2-enoate